ClC1=C(C=C(C=2C3=C(NC12)C(CNC(C3)=O)CC(=O)N(C)C)C3=NN(N=C3)C)Cl 2-(7,8-dichloro-10-(2-methyl-2H-1,2,3-triazol-4-yl)-2-oxo-1,2,3,4,5,6-hexahydroazepino[4,5-b]indol-5-yl)-N,N-dimethylacetamide